2-((2-(isoindolin-2-yl)ethyl)thio)-3,4-dihydroquinazoline dihydrochloride Cl.Cl.C1N(CC2=CC=CC=C12)CCSC1=NC2=CC=CC=C2CN1